C(C)(C)(C)OC(=O)N1CCN(CC1)C1=NC(=C(C=C1)[N+](=O)[O-])NC1=CC=NC=C1.NC=1C(=NC(=C(N1)C1=CC(=CC=C1)F)Cl)C(=O)N amino-6-chloro-5-(3-fluorophenyl)pyrazine-2-carboxamide tert-butyl-4-[5-nitro-6-(4-pyridylamino)-2-pyridyl]piperazine-1-carboxylate